N-[4-(3-Cyanophenyl)-5-(2,6-dimethyl-4-pyridyl)thiazol-2-yl]-2-methyl-1-oxo-2,8-diazaspiro[4.5]decan-8-carboxamid C(#N)C=1C=C(C=CC1)C=1N=C(SC1C1=CC(=NC(=C1)C)C)NC(=O)N1CCC2(CCN(C2=O)C)CC1